diethyl 3,4-dimethylbenzylphosphonate CC=1C=C(CP(OCC)(OCC)=O)C=CC1C